Tert-butyl 7-(5-amino-3-(4-phenoxyphenyl) imidazo[1,5-c]pyrimidin-1-yl)-2-azaspiro[3.5]nonane-2-carboxylate NC1=NC=CC=2N1C(=NC2C2CCC1(CN(C1)C(=O)OC(C)(C)C)CC2)C2=CC=C(C=C2)OC2=CC=CC=C2